2-Vinyl-naphthalene C(=C)C1=CC2=CC=CC=C2C=C1